4-((4-Methoxypyrazolo[4,3-c]pyridin-1-yl)methyl)phenylphosphonic acid diethyl ester C(C)OP(OCC)(=O)C1=CC=C(C=C1)CN1N=CC=2C(=NC=CC21)OC